N1N=NN=C1C1=C(C=CC(=C1)C=O)C1=CC=CC=C1 (1H-tetrazol-5-yl)-[1,1'-biphenyl]-4-carbaldehyde